ClC=1SC(=CC1)Cl 2,5-dichloro-thiophene